BrC1=C(C=C(N)C=C1F)Cl 4-bromo-3-chloro-5-fluoro-aniline